4-((4-(tert-butyl)phenyl)amino)-3-fluorobenzyl-hydroxypivalamide C(C)(C)(C)C1=CC=C(C=C1)NC1=C(C=C(CC(C(C(=O)N)(C)C)O)C=C1)F